triazene perchlorate Cl(=O)(=O)(=O)O.N=NN